N-(3-(3'-chloro-6-methoxy-5-(((((R)-5-oxopyrrolidin-2-yl)methyl)amino)methyl)-[2,4'-bipyridin]-2'-yl)-2-methylphenyl)-5-((((R)-2-hydroxypropyl)amino)methyl)picolinamide ClC=1C(=NC=CC1C1=NC(=C(C=C1)CNC[C@@H]1NC(CC1)=O)OC)C=1C(=C(C=CC1)NC(C1=NC=C(C=C1)CNC[C@@H](C)O)=O)C